S(N)(OC=1C=C2C(=CN(C2=CC1)C1CCN(CC1)[C@@H]1CC[C@@H](CC1)C(C)C)CCN)(=O)=O 3-(2-aminoethyl)-1-(1-(cis-4-isopropylcyclohexyl)piperidin-4-yl)-1H-indol-5-yl sulfamate